(5-methyl-3-(7-morpholino-5-(3-(m-tolyl)-1H-pyrazol-1-yl)pyrazolo[1,5-a]pyrimidin-2-yl)-1H-pyrazol-1-yl)methyl alaninate N[C@@H](C)C(=O)OCN1N=C(C=C1C)C1=NN2C(N=C(C=C2N2CCOCC2)N2N=C(C=C2)C=2C=C(C=CC2)C)=C1